FC1=C(C(=CC=C1OC)N1N=NC(=C1)C)CNC(=O)C1=CN(C(C=C1)=O)CC1=CC=C2CCN(CC2=C1)C N-{[2-fluoro-3-methoxy-6-(4-methyl-1,2,3-triazol-1-yl)phenyl]methyl}-1-[(2-methyl-3,4-dihydro-1H-isoquinolin-7-yl)methyl]-6-oxopyridine-3-carboxamide